[7-(4-fluoro-2-methylsulfonyl-phenoxy)-2-azaspiro[3.5]nonan-2-yl]-[3-(4H-1,2,4-triazol-3-yl)pyrrolidin-1-yl]methanone FC1=CC(=C(OC2CCC3(CN(C3)C(=O)N3CC(CC3)C3=NN=CN3)CC2)C=C1)S(=O)(=O)C